2-amino-4-(3-(6-methoxy-2-((S)-1-((S)-1-methylpyrrolidin-2-yl)ethoxy)pyrimidin-4-yl)-1,2,4-oxadiazol-5-yl)-4-methyl-4,5,6,7-tetrahydrobenzo[b]thiophene-3-carbonitrile NC1=C(C2=C(S1)CCCC2(C)C2=NC(=NO2)C2=NC(=NC(=C2)OC)O[C@@H](C)[C@H]2N(CCC2)C)C#N